CC(CC(=O)[O-])(CC(=O)[O-])C1=CC=CC=C1 3-methyl-3-phenylglutarate